N-(Cyclopropylmethyl)-2-(5,6,7-trifluoro-1H-indol-3-yl)quinoline-5-carboxamide C1(CC1)CNC(=O)C=1C=2C=CC(=NC2C=CC1)C1=CNC2=C(C(=C(C=C12)F)F)F